FC(C(=O)N(C1C(C1)C1=CC=CC=C1)CC1CCN(CC1)CCCOC1=CC=C(C(=O)OC)C=C1)(F)F Methyl 4-(3-(4-((2,2,2-trifluoro-N-(2-phenylcyclopropyl)acetamido)methyl)piperidin-1-yl)propoxy)benzoate